C(C)(C)(C)OC(=O)NC1CCC(CC1)CCS(=O)(=O)[O-] ((1r,4r)-4-((tert-butoxycarbonyl) amino)cyclohexyl)methylmethanesulfonate